F[C@@H]1[C@@H](OC(C2=CC=C(C=C12)NC1=NC=C(C(=N1)N[C@H](CO)C1=CC=CC=C1)C1=NC(=NO1)C12CCN(CC1)CC2)=O)C (3S,4S)-4-fluoro-6-((4-(((S)-2-hydroxy-1-phenylethyl)amino)-5-(3-(quinuclidin-4-yl)-1,2,4-oxadiazol-5-yl)pyrimidin-2-yl)amino)-3-methylisochroman-1-one